1-(2-bromo-4-chlorophenyl)-N-[(3S)-1-cyanopyrrolidin-3-yl]methanesulfonamide BrC1=C(C=CC(=C1)Cl)CS(=O)(=O)N[C@@H]1CN(CC1)C#N